2-methyl-6-(pyridazin-3-yloxy)pyridin-3-amine CC1=NC(=CC=C1N)OC=1N=NC=CC1